N,N-Dimethyl-3-aminopropyltrimethoxysilane CN(CCC[Si](OC)(OC)OC)C